(R)-(2-fluorophenyl)-ethylene oxide FC1=C(C=CC=C1)[C@@H]1CO1